C12(CC(C1)C2)N2N=NC(=C2)C2=CC=C(C=C2)C(=O)N2CCN(CC2)C=2OC=1C(=NC(=CC1)Cl)N2 (4-(1-(bicyclo[1.1.1]pentan-1-yl)-1H-1,2,3-triazol-4-yl)phenyl)(4-(5-chlorooxazolo[4,5-b]pyridin-2-yl)piperazin-1-yl)methanone